2-(1-(difluoromethyl)-1H-pyrazol-4-yl)-N-(1-(difluoromethyl)-3-(pyridin-2-yl)-1H-pyrazol-4-yl)thiazole-4-carboxamide FC(N1N=CC(=C1)C=1SC=C(N1)C(=O)NC=1C(=NN(C1)C(F)F)C1=NC=CC=C1)F